OC1(CCCCC1)C1=C(C=CC=C1)C(=O)C1=C(C=CC=C1)C1(CCCCC1)O 1-Hydroxycyclohexyl-Phenylketon